2-(benzyloxy)-6-(3-methoxypyrrolidin-1-yl)pyridine C(C1=CC=CC=C1)OC1=NC(=CC=C1)N1CC(CC1)OC